(3-Chloro-2,4-dimethyl-5,7-dihydropyrrolo[3,4-b]pyridin-6-yl)-[(3R)-1-(6-methylpyridazin-4-yl)pyrrolidin-3-yl]methanon ClC=1C(=C2C(=NC1C)CN(C2)C(=O)[C@H]2CN(CC2)C2=CN=NC(=C2)C)C